(R/S)-N-(4-((8-fluoro-2,4,5-trimethyl-4,5-dihydro-2H-[1,2,3]triazolo[4,5-c]quinolin-6-yl)amino)-5-(propanoyl-3,3,3-d3)pyridin-2-yl)cyclopropanecarboxamide FC1=CC=2C=3C([C@H](N(C2C(=C1)NC1=CC(=NC=C1C(CC([2H])([2H])[2H])=O)NC(=O)C1CC1)C)C)=NN(N3)C |r|